ClC=1C=C(C(=NC1)COC)NC(\C=C\C1=CC=C2C=NN(C2=C1F)C1OCCCC1)=O (2E)-N-[5-chloro-2-(methoxymethyl)pyridin-3-yl]-3-[7-fluoro-1-(oxan-2-yl)indazol-6-yl]prop-2-enamide